CC=1C=C2C(C(NC2=CC1)=O)=NN=C1SCC(N1C1=C(C=CC=C1OC)OC)=O 5-methyl-3-(2-(3-(2,6-dimethoxyphenyl)-4-oxothiazolidine-2-ylidene)hydrazono)indol-2-one